C(C)OC(=O)C=1OC2=C(C1C=O)C=CC(=C2)Br 6-bromo-3-formylbenzofuran-2-carboxylic acid ethyl ester